C(#N)C=1C=NC(=NC1)N1C[C@H](N([C@@H](C1)C)C(=O)Cl)C (2R,6R)-4-(5-cyanopyrimidin-2-yl)-2,6-dimethylpiperazine-1-carbonyl chloride